(R)-N-(2-(dimethylamino)-1-(3-(trifluoromethyl)phenyl)ethyl)-3-nitro-4-(trifluoromethoxy)benzenesulfonamide CN(C[C@@H](C1=CC(=CC=C1)C(F)(F)F)NS(=O)(=O)C1=CC(=C(C=C1)OC(F)(F)F)[N+](=O)[O-])C